6-chloro-N-[5-(2-fluoroethoxy)-4,6-dimethoxy-pyrimidin-2-yl]-7-(1-methylpyrazol-4-yl)-1H-indole-3-sulfonamide ClC1=CC=C2C(=CNC2=C1C=1C=NN(C1)C)S(=O)(=O)NC1=NC(=C(C(=N1)OC)OCCF)OC